C(C=C(C(=O)OCCCCCCCC)CC(=O)OCCCCCCCC)(=O)OCCCCCCCC trans-trioctyl aconitate